COC1=C(C=CC=C1C1=NC2=C(N1C)C=CC=C2)NC2=C(C(=O)N)C=CC=N2 ((2-Methoxy-3-(1-methyl-1H-benzo[d]imidazol-2-yl)phenyl)amino)nicotinamide